Cl.ClC=1C=NC=C(C(=O)NC2=CC=C(C=C2)[C@@H]2CNCCO2)C1 |r| (RS)-5-chloro-N-(4-(morpholin-2-yl)phenyl)nicotinamide hydrochloride